N1=CC(=CC=C1)CNC1=NC(=NC(=N1)N)N (pyridin-3-ylmethyl)-1,3,5-triazine-2,4,6-triamine